CN1N=C(C=C1C)NC1=NC=C(C(=N1)C1=CNC2=C(C=CC=C12)N1C(C2=NC=C(C=C2C1)C1=CC=NC=C1)=O)C 6-(3-(2-((1,5-dimethyl-1H-pyrazol-3-yl)amino)-5-methylpyrimidin-4-yl)-1H-indol-7-yl)-3-(pyridin-4-yl)-5,6-dihydro-7H-pyrrolo[3,4-b]pyridin-7-one